2-[4-[3-[5-(2,2-Dimethylpropyl)-1,2,4-oxadiazol-3-yl]benzoyl]piperazin-1-yl]-3H-quinazolin-4-one CC(CC1=NC(=NO1)C=1C=C(C(=O)N2CCN(CC2)C2=NC3=CC=CC=C3C(N2)=O)C=CC1)(C)C